Methyl 2-amino-5-((4-(trifluoromethyl)benzyl)oxy)benzoate NC1=C(C(=O)OC)C=C(C=C1)OCC1=CC=C(C=C1)C(F)(F)F